2-((((9H-Fluoren-9-yl)methoxy)carbonyl)amino)-3-(3-iodo-4-(((2-(trimethylsilyl)ethoxy)carbonyl)oxy)phenyl)propionic acid C1=CC=CC=2C3=CC=CC=C3C(C12)COC(=O)NC(C(=O)O)CC1=CC(=C(C=C1)OC(=O)OCC[Si](C)(C)C)I